6-chloro-3-(3-pentyl)pyrimidine-2,4(1H,3H)-dione ClC1=CC(N(C(N1)=O)C(CC)CC)=O